Cl.Cl.C1(CC1)N(S(=O)(=O)N)CC1=CC=C(C=C1)NC1=CC=NC=2NC(C=CC12)=O N-cyclopropyl-N-(4-((7-oxo-7,8-dihydro-1,8-naphthyridin-4-yl)amino)benzyl)sulfamide dihydrochloride